(E)-2-methyl-5-(2-(1-trityl-1H-imidazol-4-yl)styryl)-6,7-dihydrobenzo[d]oxazol-4(5H)-one CC=1OC2=C(N1)C(C(CC2)\C=C\C2=C(C=CC=C2)C=2N=CN(C2)C(C2=CC=CC=C2)(C2=CC=CC=C2)C2=CC=CC=C2)=O